3,5,3'-triiodothyronin IC=1C=C(C[C@H](N)C(=O)O)C=C(C1OC1=CC(=C(C=C1)O)I)I